C(COCCOCCOCCOCCOCC)(=O)N 3,6,9,12,15-pentaoxaheptadecan-1-amide